ClC1=CC(=C(OCCCC(C(=O)N2CCN(CC2)S(=O)(=O)C2=CC=C(C=C2)F)(C)C)C=C1)F 5-(4-chloro-2-fluorophenoxy)-1-(4-((4-fluorophenyl)sulfonyl)piperazin-1-yl)-2,2-dimethylpentan-1-one